tert-Butyl 3-(5-chloropyridin-2-yl)pyrrolidine-1-carboxylate ClC=1C=CC(=NC1)C1CN(CC1)C(=O)OC(C)(C)C